C(C=C)(=O)N1[C@H](CN(C[C@H]1C)C1=NC(N2C3=C(C(=C(C=C13)C(F)(F)F)C1=CC=C(C=C1)F)SC[C@H](C2)N)=O)C (S)-8-((3S,5R)-4-acryloyl-3,5-dimethylpiperazin-1-yl)-3-amino-11-(4-fluorophenyl)-10-(trifluoromethyl)-3,4-dihydro-2H,6H-[1,4]thiazepino[2,3,4-ij]quinazolin-6-one